ClC1=CC(=C(CN2C(NC(C3=C2C=CN3)=O)=C=S)C=C1)[C@H]1NCCOC1 |o1:20| Rel-(R)-1-(4-chloro-2-(morpholin-3-yl)benzyl)-2-thiocarbonyl-1,2,3,5-tetrahydro-4H-pyrrolo[3,2-d]pyrimidin-4-one